3-(aminomethyl)-4,6-dimethyl-1H-pyridin-2-one NCC=1C(NC(=CC1C)C)=O